C(C)(C)[C@H]1N=C([C@@H](N=C1OC)CC1CC[C@H]2CN(C[C@H]21)C(=O)OC(C)(C)C)OC tert-butyl (3aS,6aR)-4-[[(2S,5R)-5-isopropyl-3,6-dimethoxy-2,5-dihydropyrazin-2-yl] methyl]-3,3a,4,5,6,6a-hexahydro-1H-cyclopenta[c]pyrrole-2-carboxylate